COCC1=NNC=C1 3-(methoxy-methyl)-pyrazol